(1S,3R)-3-acetaminocyclohexane-1-carbonyl chloride N(C(=O)C)[C@H]1C[C@H](CCC1)C(=O)Cl